2-(2-(dimethylamino)-5-ethyl-6-(4-(3-hydroxypicolinoyl)piperazin-1-yl)-7-oxo-[1,2,4]triazolo[1,5-a]pyrimidin-4(7H)-yl)-N-(3-(perfluoroethyl)bicyclo[1.1.1]pentan-1-yl)acetamide CN(C1=NN2C(N(C(=C(C2=O)N2CCN(CC2)C(C2=NC=CC=C2O)=O)CC)CC(=O)NC23CC(C2)(C3)C(C(F)(F)F)(F)F)=N1)C